CC1=CC(=NC=C1)N1CCNCC1 1-(4-methylpyridin-2-yl)piperazine